COC1=CC=C(C=C1)CC 2-(4-methoxyphenyl)ethane